2-hydroxy-4,6-dichloros-triazine OC1=NC(=NC(=N1)Cl)Cl